2-(chloromethyl)-5-(dibutyloxymethyl)furan ClCC=1OC(=CC1)C(OCCCC)OCCCC